5-chloro-2-methoxybenzoic acid ClC=1C=CC(=C(C(=O)O)C1)OC